COC1=CC=C(C=C1)CC(=O)N1CN2CC=C[C@H](O1)C2C2=CC=CC=C2 |o1:17| 2-(4-methoxyphenyl)-1-((1R*,5S*)-9-phenyl-4-oxa-1,3-diazabicyclo[3.3.1]non-6-en-3-yl)ethan-1-one